tert-butyl (5-fluoro-2-((2-(4-fluorophenethyl)-6-(trifluoromethyl)-4-((trifluoromethyl)sulfonyl)-2,3,4,5-tetrahydro-1H-benzo[e][1,4]diazepin-1-yl)methyl)pyridin-4-yl)carbamate FC=1C(=CC(=NC1)CN1C(CN(CC2=C1C=CC=C2C(F)(F)F)S(=O)(=O)C(F)(F)F)CCC2=CC=C(C=C2)F)NC(OC(C)(C)C)=O